N-[(5-chlorothiophen-2-yl)methyl]-1-(2-methoxybenzoyl)-3-(oxolan-2-yl)-1H-pyrazol-5-amine ClC1=CC=C(S1)CNC1=CC(=NN1C(C1=C(C=CC=C1)OC)=O)C1OCCC1